N-(3-((1-acetylazetidin-3-yl)oxy)-1-methyl-1H-pyrazol-4-yl)formamide C(C)(=O)N1CC(C1)OC1=NN(C=C1NC=O)C